tert-butyl racemic-2-hydroxy-7-azabicyclo[2.2.1]heptane-7-carboxylate OC1C2CCC(C1)N2C(=O)OC(C)(C)C